isobutyl isocaproate C(CCC(C)C)(=O)OCC(C)C